3-chloro-4-(2-oxopropyl)benzonitrile ClC=1C=C(C#N)C=CC1CC(C)=O